(4-(bromomethyl)phenyl)-3-(3-chlorobenzyl)-1,2,4-oxadiazole BrCC1=CC=C(C=C1)C1=NC(=NO1)CC1=CC(=CC=C1)Cl